CN(C1(CCC1)CNC=1C2=C(N=C(N1)OC[C@]13CCCN3C[C@@H](C1)F)C(=C(N=C2)C2=CC(=CC1=CC=CC=C21)O)F)C 4-(4-(((1-(dimethylamino)cyclobutyl)methyl)amino)-8-fluoro-2-(((2R,7aS)-2-fluorotetrahydro-1H-pyrrolizin-7a(5H)-yl)methoxy)pyrido[4,3-d]pyrimidin-7-yl)naphthalen-2-ol